6-(cyclopropanecarboxamido)-4-((6-(4-(3,3-difluoroazetidin-1-yl)piperidin-1-yl)-[1,2,4]triazolo[1,5-a]pyridin-2-yl)amino)-N-methylpyridazine-3-carboxamide C1(CC1)C(=O)NC1=CC(=C(N=N1)C(=O)NC)NC1=NN2C(C=CC(=C2)N2CCC(CC2)N2CC(C2)(F)F)=N1